7-Methyl-7-azaspiro[3.5]nonan-2-yl (8-amino-7-fluoro-6-(8-methyl-2,3-dihydro-1H-pyrido[2,3-b][1,4]oxazin-7-yl)isoquinolin-3-yl)carbamate NC=1C(=C(C=C2C=C(N=CC12)NC(OC1CC2(C1)CCN(CC2)C)=O)C2=C(C1=C(OCCN1)N=C2)C)F